ClC=1C=C(C=CC1)C1(NC(N(CC1)C1=CC=2N(C=C1)C(=NC2)C(=O)O)=O)C2CCCC2 7-(4-(3-chlorophenyl)-4-cyclopentyl-2-oxotetrahydropyrimidin-1(2H)-yl)imidazo[1,5-a]pyridine-3-carboxylic acid